CC1=NOC(=C1C=1C=C(OC2=C(C=C(C=C2C)NC(=O)C2CCOCC2)C)C=C(C1)F)C N-(4-(3-(3,5-dimethylisoxazol-4-yl)-5-fluorophenoxy)-3,5-dimethylphenyl)tetrahydro-2H-pyran-4-carboxamide